tert-butyl N-[(1S)-2-[(E)-1-(dimethylamino)ethylideneamino]-1-methyl-2-oxo-ethyl]carbamate CN(\C(\C)=N\C([C@H](C)NC(OC(C)(C)C)=O)=O)C